5-bromo-3-((3-(piperazin-1-yl)phenyl)sulfonyl)-1H-indole BrC=1C=C2C(=CNC2=CC1)S(=O)(=O)C1=CC(=CC=C1)N1CCNCC1